FC=1C=C2CCC=3N(C2=CC1)N=C(N3)C=3CCN(CC3)C(=O)OC(C)(C)C tert-butyl 4-(7-fluoro-4,5-dihydro-[1,2,4]triazolo[1,5-a]quinolin-2-yl)-3,6-dihydropyridine-1(2H)-carboxylate